3-(4-chloro-2,6-dimethylphenyl)-4-hydroxy-8,8-dimethoxy-1-azaspiro[4.5]dec-3-en-2-one ClC1=CC(=C(C(=C1)C)C=1C(NC2(C1O)CCC(CC2)(OC)OC)=O)C